O=C1NC(CCC1N1C(C2=CC=CC(=C2C1)NCC(=O)O)=O)=O (2-(2,6-dioxopiperidin-3-yl)-1-oxo-isoindolin-4-yl)glycine